FC(C12CC(C1)(C2)C2=NC(=CN1C2=NC(=C(C1=O)C)C)[C@@H]1C[C@@H](OCC1)C=1C=NN(C1)C1COC1)F 9-[3-(difluoromethyl)-1-bicyclo[1.1.1]pentanyl]-2,3-dimethyl-7-[(2R,4S)-2-[1-(oxetan-3-yl)pyrazol-4-yl]tetrahydropyran-4-yl]pyrazino[1,2-a]pyrimidin-4-one